(6R,9R,12R,15R)-methyl 6,9-dibenzyl-15-(4-((tert-butoxycarbonyl)amino)butyl)-12-isobutyl-2,2-dimethyl-4,7,10,13-tetraoxo-3-oxa-5,8,11,14-tetraazahexadecan-16-oate C(C1=CC=CC=C1)[C@@H](NC(OC(C)(C)C)=O)C(N[C@@H](C(N[C@@H](C(N[C@@H](C(=O)OC)CCCCNC(=O)OC(C)(C)C)=O)CC(C)C)=O)CC1=CC=CC=C1)=O